(methylthio)benzyl alcohol CSC(C1=CC=CC=C1)O